4-(methoxymethoxy)benzeneboronic acid COCOC1=CC=C(C=C1)B(O)O